C(C=C)(=O)OCCN1CCCCCC1 2-(hexamethyleneimino)ethyl acrylate